C(C)(C)(C)CC(C(=O)OO)(C)C.FC=1C=C(OC2CN(C2)CC)C=C(C1[C@H]1[C@@H](N(CC=2C3=C(C=CC12)NN=C3)C)CC(C)C)F 1-(3-(3,5-Difluoro-4-((6S,7S)-7-Isobutyl-8-methyl-6,7,8,9-tetrahydro-3H-pyrazolo[3,4-h]isochinolin-6-yl)phenoxy)azetidin-1-yl)ethan tert-Butyl-Peroxypivalate